methyl 6-amino-2-(4-iodophenyl)-5-vinylpyrimidine-4-carboxylate NC1=C(C(=NC(=N1)C1=CC=C(C=C1)I)C(=O)OC)C=C